4-(4-Cyano-3-hydroxy-8-o-tolylethynyl-quinolin-2-yl)-4-oxo-butyric acid ethyl ester C(C)OC(CCC(=O)C1=NC2=C(C=CC=C2C(=C1O)C#N)C#CC1=C(C=CC=C1)C)=O